CC1=NN(C(=C1)C1=C(C(=O)N)C=CC=C1C(F)(F)F)C1=NC2=CC=CC=C2C(N1)=O (3-methyl-1-(4-oxo-3,4-dihydro-quinazolin-2-yl)-1H-pyrazol-5-yl)-3-trifluoromethyl-benzamide